The molecule is an unsaturated fatty acyl-CoA that results from the formal condensation of the thiol group of coenzyme A with the carboxy group of (9Z,12Z)-hexadeca-9,12,15-trienoic acid. It is a long-chain fatty acyl-CoA and an unsaturated fatty acyl-CoA. It is a conjugate acid of a (9Z,12Z)-hexadeca-9,12,15-trienoyl-CoA(4-). CC(C)(COP(=O)(O)OP(=O)(O)OC[C@@H]1[C@H]([C@H]([C@@H](O1)N2C=NC3=C(N=CN=C32)N)O)OP(=O)(O)O)[C@H](C(=O)NCCC(=O)NCCSC(=O)CCCCCCC/C=C\\C/C=C\\CC=C)O